C1N(CCC12CCCC2)C=2C(=CC(NN2)=O)C 6-(2-azaspiro[4.4]nonan-2-yl)-5-methylpyridazin-3(2H)-one